2,3-difluoro-N-(5-fluoropyridin-2-yl)-5-(4-methyl-pyridin-3-yl)benzamide FC1=C(C(=O)NC2=NC=C(C=C2)F)C=C(C=C1F)C=1C=NC=CC1C